[Ni].C1(=CC=CC=C1)P(C1=CC=CC=C1)C1=CC=CC=C1.C1(=CC=CC=C1)P(C1=CC=CC=C1)C1=CC=CC=C1 bis(triphenylphosphine) nickel